3-(N-(2'-fluoro-4-(trifluoromethyl)-[1,1'-biphenyl]-2-yl)sulfamoyl)-4-methoxybenzoic acid FC1=C(C=CC=C1)C1=C(C=C(C=C1)C(F)(F)F)NS(=O)(=O)C=1C=C(C(=O)O)C=CC1OC